CCCS(=O)(=O)N 3-propylsulfonamide